C(C)(C)(C)OC(C(N1C[C@@H](CC1)OCCCCC1=NC=2NCCCC2C=C1)C=1C(=NC(=CC1)C1CC1)C1CC1)=O 2-(2,6-Dicyclopropylpyridin-3-yl)-2-((R)-3-(4-(5,6,7,8-tetrahydro-1,8-naphthyridin-2-yl)butoxy)pyrrolidin-1-yl)acetic acid tert-butyl ester